C(C1=CC=CC=C1)OC=1C(C=CN2NCN(C(C21)=O)CC2CC2)=O 5-(benzyloxy)-3-(cyclopropylmethyl)-2,3-dihydro-1H-pyrido[2,1-f][1,2,4]triazine-4,6-dione